BrC1=CC=C(C=C1)C(CC(=O)OCC)=O ethyl 3-(4-bromophenyl)-3-oxo-propionate